3-((1-(cyclohexylmethyl)piperidin-4-yl)(thiophen-3-yl)amino)phenol C1(CCCCC1)CN1CCC(CC1)N(C=1C=C(C=CC1)O)C1=CSC=C1